(3-cyanopropyl)dimethylfluorosilane C(#N)CCC[Si](F)(C)C